[Mn].[Co].[Ni].[Li] lithium-nickel cobalt-manganese